N-[(4S,5S)-7-ethyl-4-(6-fluoropyridin-3-yl)-3-(hydroxymethyl)-6-oxo-1-phenyl-1H,4H,5H,6H,7H-pyrazolo[3,4-b]pyridin-5-yl]-3-(trifluoromethyl)benzamide C(C)N1C2=C([C@@H]([C@@H](C1=O)NC(C1=CC(=CC=C1)C(F)(F)F)=O)C=1C=NC(=CC1)F)C(=NN2C2=CC=CC=C2)CO